C(C)(C)(C)OC(=O)NC12CC(C1)(C2)N2C=NC(=C2)C(=O)O 1-{3-[(tert-butoxycarbonyl)amino]bicyclo[1.1.1]pentan-1-yl}-1H-imidazole-4-carboxylic acid